[I-].C(C)PC(C1=CC=CC=C1)(C1=CC=CC=C1)C1=CC=CC=C1 Ethyltrityl-phosphine iodide